BrC=1C=CC(=C(C1)S(=O)(=O)NC=1C(=C(C(=O)NCCOC)C=C(C1)Cl)O)O 3-((5-Bromo-2-hydroxyphenyl)sulfonamido)-5-chloro-2-hydroxy-N-(2-methoxyethyl)benzamide